O=C1N(CCC1)CC1CCN(CC1)C1=C(C#N)C=C(C=C1)C=1C=NNC1 2-(4-((2-oxopyrrolidin-1-yl)methyl)piperidin-1-yl)-5-(1H-pyrazol-4-yl)benzonitrile